(2R)-N-((R or S)-(4-chlorophenyl)(6-(2,2,2-trifluoro-ethoxy)pyridin-3-yl)methyl)-2-methyl-3-oxopiperazine-1-carboxamide ClC1=CC=C(C=C1)[C@@H](NC(=O)N1[C@@H](C(NCC1)=O)C)C=1C=NC(=CC1)OCC(F)(F)F |o1:7|